C(C)C=1C=2N(C=C(N1)C)N=C(C2)C=2N=C1N(C(C2)=O)C=C(C=C1)N1C[C@H](N(CC1)C1COC1)C 2-(4-ethyl-6-methylpyrazolo[1,5-a]pyrazin-2-yl)-7-[(3R)-3-methyl-4-(oxetan-3-yl)piperazin-1-yl]-4H-pyrido[1,2-a]pyrimidin-4-one